C(CCCC)OC(=O)C=1C2=C(OC1C)C1=CC=CC=C1C(=C2)NS(=O)(=O)C2=CC=C(C=C2)Br 5-(4-bromophenylsulfonamido)-2-methylnaphtho[1,2-b]furan-3-carboxylic acid pentyl ester